CC(C)(C#CC(C)(C)C(C)(C)C)C(C)(C)C 2,5-dimethyl-di(tert-butyl)hexyne